(R)-6-Amino-3-(4'-chloro-6-oxo-1',2'-dihydrospiro[piperidine-3,3'-pyrrolo[2,3-b]pyridin]-5'-yl)-2-fluoro-N,N-dimethylbenzamide NC1=CC=C(C(=C1C(=O)N(C)C)F)C=1C(=C2C(=NC1)NC[C@]21CNC(CC1)=O)Cl